5-Bromo-2-((tetrahydro-2H-pyran-4-yl)methoxy)benzenesulfonyl Chloride BrC=1C=CC(=C(C1)S(=O)(=O)Cl)OCC1CCOCC1